CN1C(C2=CC=CC(=C2C=C1)[C@@H](C=1N=NN(C1)C1(CC1)C)NC=1C=C2C(=C(C=NC2=C(C1)C#N)C#N)NCC(C)(C)C)=O (S)-6-(((2-methyl-1-oxo-1,2-dihydroisoquinolin-5-yl)(1-(1-methylcyclopropyl)-1H-1,2,3-triazol-4-yl)methyl)amino)-4-(neopentylamino)quinoline-3,8-dicarbonitrile